(R)-2-(5-(3-((2-Chloro-5-((1-(2,2,2-trifluoroethyl)-1H-pyrazol-4-yl)ethynyl)pyridin-4-yl)amino)-2-fluoropropoxy)-1-methyl-1H-pyrazol-4-yl)pyrimidin-4-amine ClC1=NC=C(C(=C1)NC[C@H](COC1=C(C=NN1C)C1=NC=CC(=N1)N)F)C#CC=1C=NN(C1)CC(F)(F)F